COC1=C(C=CC=C1)C1=NC(=C2N=CNC2=N1)NC1=C2CN(C(C2=CC=C1)=O)C1C(NC(CC1)=O)=O 3-(4-((2-(2-methoxyphenyl)-9H-purin-6-yl)amino)-1-oxoisoindolin-2-yl)piperidine-2,6-dione